CN1N=C(C2=CC(=CC=C12)C1=CC=C(C=C1)N1C(CCC1)=O)C(=O)NCC1=CC=C(C=C1)C(NC)=O 1-methyl-N-(4-(methylcarbamoyl)benzyl)-5-(4-(2-oxopyrrolidin-1-yl)phenyl)-1H-indazole-3-carboxamide